2-(methylthio)benzoic acid CSC1=C(C(=O)O)C=CC=C1